[5-(2-cyanoacetyl)-4-methylthiazol-2-yl](methyl)carbamic acid tert-butyl ester C(C)(C)(C)OC(N(C)C=1SC(=C(N1)C)C(CC#N)=O)=O